5-[3-benzyloxy-1-fluoro-7-[[(3R)-pyrrolidin-3-yl]methoxy]-2-naphthyl]-1,1-dioxo-1,2,5-thiadiazolidin-3-one C(C1=CC=CC=C1)OC=1C(=C(C2=CC(=CC=C2C1)OC[C@H]1CNCC1)F)N1CC(NS1(=O)=O)=O